Cl.O1CC[C@@H]2[C@H]1CNC2 (3aS,6aS)-hexahydro-2H-furo[2,3-c]pyrrole hydrochloride